N1C=C(C2=CC=CC=C12)\C=N\NC1=C2N=CN(C2=NC(=N1)N1CCOCC1)CC(=O)C1=NC=CC=C1 (E)-2-(6-(2-((1H-indol-3-yl)methylene)hydrazinyl)-2-morpholino-9H-purin-9-yl)-1-(pyridin-2-yl)ethan-1-one